C(C1=CC=CC=C1)OC(=O)N[C@](C(=O)OC(C)C)(CC(=CS(=O)(=O)C)C)C1=CC=C(C=C1)C=1C=NN(C1)C(F)F isopropyl (R)-2-(((benzyloxy)carbonyl)amino)-2-(4-(1-(difluoromethyl)-1H-pyrazol-4-yl)phenyl)-4-methyl-5-(methylsulfonyl)pent-4-enoate